C(C=CC1=CC=CC=C1)(=O)OCCOC(C=CC1=CC=CC=C1)=O Ethylene Dicinnamate